tert-butyl [(3S)-1-[3-(4-chloro-1-methyl-1H-1,3-benzodiazol-2-yl)-5-(3-cyanophenyl)pyridin-4-yl]pyrrolidin-3-yl]carbamate ClC1=CC=CC=2N(C(=NC21)C=2C=NC=C(C2N2C[C@H](CC2)NC(OC(C)(C)C)=O)C2=CC(=CC=C2)C#N)C